1-(3-(Oxiran-2-ylmethoxy)phenyl)-3-phenylpropan-1-one O1C(C1)COC=1C=C(C=CC1)C(CCC1=CC=CC=C1)=O